2-[2-[4-(2,6-dioxo-3-piperidyl)phenyl]-2-azaspiro[3.3]heptan-6-yl]acetic acid O=C1NC(CCC1C1=CC=C(C=C1)N1CC2(C1)CC(C2)CC(=O)O)=O